4-(6-methoxypyridin-3-yl)-9-methyl-3,4,7,15-tetraazatricyclo[12.3.1.02,6]Octadec-1(18),2,5,14,16-pentaen-8-one COC1=CC=C(C=N1)N1N=C2C=3C=CN=C(CCCCC(C(NC2=C1)=O)C)C3